2-methacryloyloxyethylpyromellitate C(C(=C)C)(=O)OCCC1=C(C(C(=O)[O-])=CC(=C1C(=O)[O-])C(=O)[O-])C(=O)[O-]